6-(1-(2-Cyclobutyl-2-azaspiro[3.3]heptan-6-yl)piperidin-4-yl)-1,4-dimethyl-2-(4-(methylsulfonyl)phenyl)-1H-benzo[d]imidazol C1(CCC1)N1CC2(C1)CC(C2)N2CCC(CC2)C=2C=C(C1=C(N(C(=N1)C1=CC=C(C=C1)S(=O)(=O)C)C)C2)C